8-(6-((2-(2-azabicyclo[2.2.1]heptan-2-yl)ethoxy)methyl)pyridin-3-yl)-1-isopropyl-3-methyl-1H-imidazo[4,5-c]cinnolin-2(3H)-one C12N(CC(CC1)C2)CCOCC2=CC=C(C=N2)C2=CC=1C3=C(N=NC1C=C2)N(C(N3C(C)C)=O)C